BrC1=CC=C2C(=NC(=NN21)Cl)NCC2=NOC=C2 7-bromo-2-chloro-N-(isoxazol-3-ylmethyl)pyrrolo[2,1-f][1,2,4]triazin-4-amine